N-(3-cyclopropyl-1-methyl-1H-pyrazol-5-yl)-4-methyl-3-[2-(pyridin-3-yl)ethynyl]benzamide C1(CC1)C1=NN(C(=C1)NC(C1=CC(=C(C=C1)C)C#CC=1C=NC=CC1)=O)C